4-(3-methanesulfonylphenoxy)-N-[(3S)-piperidin-3-yl]-5-(trifluoromethyl)pyrimidin-2-amine CS(=O)(=O)C=1C=C(OC2=NC(=NC=C2C(F)(F)F)N[C@@H]2CNCCC2)C=CC1